N1(C=NC=C1)C1=CC=C(CN(C(=S)N)CC2=CC(=CC=C2)OC)C=C1 1-(4-(1H-imidazol-1-yl)benzyl)-1-(3-methoxybenzyl)thiourea